(S)-5-benzyl-4-fluoro-N-(5-methyl-4-oxo-2,3,4,5-tetrahydropyrido[3,2-b][1,4]oxazepin-3-yl)thiazole-2-carboxamide C(C1=CC=CC=C1)C1=C(N=C(S1)C(=O)N[C@@H]1C(N(C2=C(OC1)C=CC=N2)C)=O)F